COC1=C(CN2S(C3=C(C2=O)C=CC=C3)(=O)=O)C=CC=C1C (2-methoxy-3-methylbenzyl)benzo[d]isothiazol-3(2H)-one-1,1-dioxide